bis(cyclopentadienyl)-bis(phenoxy)zirconium C1(C=CC=C1)[Zr](OC1=CC=CC=C1)(OC1=CC=CC=C1)C1C=CC=C1